(R)-2-((1-(4-(methoxycarbonyl)phenyl)cyclopropyl)carbamoyl)pyrrolidine-1-carboxylic acid tert-butyl ester C(C)(C)(C)OC(=O)N1[C@H](CCC1)C(NC1(CC1)C1=CC=C(C=C1)C(=O)OC)=O